(S)-4-((dimethylamino)methyl)-2-fluoro-N'-(1,2,3,5,6,7-hexahydro-s-indacen-4-ylcarbamoyl)benzenesulfonimidamide scandium fluoride [F-].[Sc+3].CN(C)CC1=CC(=C(C=C1)[S@](=O)(N)=NC(NC1=C2CCCC2=CC=2CCCC12)=O)F.[F-].[F-]